5-(3-(((1-methylcyclopropyl)methyl)amino)piperidin-1-yl)pyridin CC1(CC1)CNC1CN(CCC1)C=1C=CC=NC1